nitrolauric acid [N+](=O)([O-])C(C(=O)O)CCCCCCCCCC